tert-Butyl-{2-[2-(2-{[(2,5-dioxo-2,5-dihydro-1H-pyrrol-1-yl)acetyl]amino} ethoxy)ethoxy] ethyl} carbamat C(N)(OCC(OCCOCCNC(CN1C(C=CC1=O)=O)=O)C(C)(C)C)=O